N1=CC=C(C=C1)CCN1CC2=C(NC=3C=CC=CC23)CC1 2-(2-(pyridin-4-yl)ethyl)-2,3,4,5-tetrahydro-1H-pyrido[4,3-b]indole